tert-butyl 4-[[1-(5-hydroxy-2-pyridyl) azetidin-3-yl]methyl]piperidine-1-carboxylate OC=1C=CC(=NC1)N1CC(C1)CC1CCN(CC1)C(=O)OC(C)(C)C